benzyl (2R)-2-[[2-(methanesulfonyloxy)ethoxy]methyl]-3-methylbutanoate CS(=O)(=O)OCCOC[C@H](C(=O)OCC1=CC=CC=C1)C(C)C